methyl-(1-(4-chloro-6-((4,4-difluorocyclohexyl)amino)pyrimidin-2-yl)-1H-pyrazol-3-yl)methanol Methyl-2,2-dicyclopropylpropionate CCC(C(=O)OC(C1=NN(C=C1)C1=NC(=CC(=N1)Cl)NC1CCC(CC1)(F)F)C)(C1CC1)C1CC1